NC(CC)C1=NC=CC(=C1)NS(=O)(=O)C1CC1 N-[2-(1-aminopropyl)pyridin-4-yl]cyclopropanesulfonamide